F[C@H]1[C@@H](O[C@@H]([C@H]1O)CNC(C1=CC=CC=C1)(C1=CC=CC=C1)C1=CC=CC=C1)N1C2=NC=NC(=C2N=C1)NC(C1=CC=CC=C1)=O N-(9-((2R,3R,4R,5R)-3-fluoro-4-hydroxy-5-((tritylamino)methyl)tetrahydrofuran-2-yl)-9H-purin-6-yl)benzamide